NC=1N=C(C2=C(N1)C=C(C=N2)C2=CC(N(C(=C2)C)C2CCN(CC2)C)=O)N[C@@](CO)(CCCC)C (R)-4-(2-amino-4-((1-hydroxy-2-methylhex-2-yl)amino)pyrido[3,2-d]pyrimidin-7-yl)-6-methyl-1-(1-methylpiperidin-4-yl)pyridin-2(1H)-one